N1CC(=CC1)C=1N=C(SC1)NC1=NC=CC(=N1)NC1=NC(=NC=C1)C1=NC(=CC=C1)C N2-[4-(2,5-dihydro-1H-pyrrol-3-yl)thiazol-2-yl]-N4-[2-(6-methyl-2-pyridyl)pyrimidin-4-yl]pyrimidine-2,4-diamine